1-(4Z,7Z,10Z,13Z,16Z,19Z-docosahexaenoyl)-2-(5Z,8Z,11Z,14Z-eicosatetraenoyl)-glycero-3-phospho-(1'-sn-glycerol) CCCCC/C=C\C/C=C\C/C=C\C/C=C\CCCC(=O)O[C@H](COC(=O)CC/C=C\C/C=C\C/C=C\C/C=C\C/C=C\C/C=C\CC)COP(=O)(O)OC[C@H](CO)O